3-methyl-4-(pyridazin-3-ylmethoxy)aniline CC=1C=C(N)C=CC1OCC=1N=NC=CC1